COC(CC)=O.C(C)(=O)SCCC(COS(=O)(=O)ON1[C@@H]2CC[C@H](N(C1=O)C2)C(=O)N)(C)C ((2S,5R)-6-(((4-(acetylthio)-2,2-dimethylbutoxy)sulfonyl)oxy)-7-oxo-1,6-diazabicyclo[3.2.1]octane-2-carboxamide) methylpropionate